((2-chloro-6H-benzo[c]chromene-3,8-diyl)bis(oxy))bis(tert-butyldimethylsilane) ClC=1C=C2C3=C(COC2=CC1O[Si](C)(C)C(C)(C)C)C=C(C=C3)O[Si](C)(C)C(C)(C)C